4-(4-((1R,5S)-3,8-diazabicyclo[3.2.1]oct-3-yl)-8-fluoro-2-((5-(3-fluoropropyl)-2-oxa-5-azabicyclo[2.2.1]heptan-6-yl)methoxy)pyrido[4,3-d]pyrimidin-7-yl)-5,6-difluoronaphthalen-2-ol [C@H]12CN(C[C@H](CC1)N2)C=2C1=C(N=C(N2)OCC2N(C3COC2C3)CCCF)C(=C(N=C1)C1=CC(=CC3=CC=C(C(=C13)F)F)O)F